3-isooctyltriethoxysilane CCC(CCC(C)C)[Si](OCC)(OCC)OCC